C(C)N(CCC1=CNC2=NC=CC(=C21)C)C N-ethyl-N-methyl-2-(4-methyl-1H-pyrrolo[2,3-b]pyridin-3-yl)ethan-1-amine